C(C1=CC=CC=C1)N(S(=O)(=O)C)C1CCC(CC1)C[C@H]1N[C@H](CC1)[C@H](O)C1=CC(=CC=C1)F N-benzyl-N-((1R,4s)-4-(((2S,5R)-5-((R)-(3-fluorophenyl)(hydroxy)methyl)pyrrolidin-2-yl)methyl)cyclohexyl)methanesulfonamide